CN(C)\C=N\C1=CN=C(C=C1C(=O)OC)OC Methyl (E)-5-(((Dimethylamino)Methylene)Amino)-2-Methoxyisonicotinate